trimethyl-sulfonium hydroxide [OH-].C[S+](C)C